5-((2-((5-((3-Chlorophenyl)amino)pentyl)oxy)ethyl)amino)benzo[c][2,6]naphthyridine-8-carboxylic acid ClC=1C=C(C=CC1)NCCCCCOCCNC1=NC2=C(C3=CN=CC=C13)C=CC(=C2)C(=O)O